4-Hydroxy-N-[2-hydroxy-4-[(E)-3-oxo-3-phenylprop-1-enyl]phenyl]benzenesulfonamide OC1=CC=C(C=C1)S(=O)(=O)NC1=C(C=C(C=C1)\C=C\C(C1=CC=CC=C1)=O)O